3-(4-bromophenyl)-4-methyl-4H-1,2,4-triazole BrC1=CC=C(C=C1)C1=NN=CN1C